tert-butyl 2-methylsulfanyl-4-(trifluoromethylsulfonyloxy)-6,8-dihydro-5H-pyrido[3,4-d]pyrimidine-7-carboxylate CSC=1N=C(C2=C(N1)CN(CC2)C(=O)OC(C)(C)C)OS(=O)(=O)C(F)(F)F